1-benzyl-6-(1,2,3,6-tetrahydropyridin-4-yl)-1H-indazole C(C1=CC=CC=C1)N1N=CC2=CC=C(C=C12)C=1CCNCC1